C(C=CC=C\C=C/C=C\C=C/CCCCCCCCCCC)(=O)OCC (7z,10z,13z,16z,19z)-ethyl docosapentaenoate